2-(4-{[(3R)-1-(2,2-difluoroethyl)piperidin-3-yl]amino}pyrrolo[1,2-d][1,2,4]triazin-1-yl)-3-fluoro-5-methylphenol formate salt C(=O)O.FC(CN1C[C@@H](CCC1)NC1=NN=C(C=2N1C=CC2)C2=C(C=C(C=C2F)C)O)F